5'-chloro-N-(2-cyanoethyl)-N-ethyl-7'-oxo-7',8'-dihydro-6'H-spiro[cyclohexane-1,9'-furo[2,3-f]quinazoline]-2'-carboxamide ClC=1C=C2C(=C3C4(NC(NC13)=O)CCCCC4)OC(=C2)C(=O)N(CC)CCC#N